N,N,N'-tributyl-urea C(CCC)N(C(=O)NCCCC)CCCC